N1(C=NC=C1)CCCCCCOC1=CC=C(C(=O)ON2C(CCC2=O)=O)C=C1 2,5-dioxopyrrolidin-1-yl 4-((6-(1H-imidazol-1-yl)hexyl)oxy)benzoate